8-methyl-2-(4-methylbenzyl)-N-[(2S)-tetrahydrofuran-2-ylmethyl]-4,5-dihydro-2H-furo[2,3-g]indazole-7-carboxamide CC1=C(OC=2CCC3=CN(N=C3C21)CC2=CC=C(C=C2)C)C(=O)NC[C@H]2OCCC2